(S)-N-(3-(1-((2-ethyl-2H-pyrazolo[3,4-b]pyrazin-6-yl)amino)ethyl)phenyl)-3,4-dihydro-2H-pyrano[2,3-b]pyridine-6-carboxamide C(C)N1N=C2N=C(C=NC2=C1)N[C@@H](C)C=1C=C(C=CC1)NC(=O)C=1C=C2C(=NC1)OCCC2